C1=CC=CC=2C=CC=3C(=C4C=CC5=C(C4=NC3C21)C=CC=C5)C5=CC=C(C=C5)C5=CC=C(C=C5)C5=CC=C(C=C5)C#N 4''-(dibenzo[c,h]acridin-7-yl)-[1,1':4',1''-terphenyl]-4-carbonitrile